N-(2-chloro-4-(trifluoromethyl)phenyl)-2-(5-ethyl-2-(2-methyl-2H-indazol-5-yl)-7-oxo-6-(piperazin-1-yl)-[1,2,4]triazolo[1,5-a]pyrimidin-4(7H)-yl)acetamide ClC1=C(C=CC(=C1)C(F)(F)F)NC(CN1C=2N(C(C(=C1CC)N1CCNCC1)=O)N=C(N2)C2=CC1=CN(N=C1C=C2)C)=O